(rac)-(6-(4-(tert-Butyl)phenoxy)-2-azaspiro[3.4]octan-2-yl)((1s,3s)-3-hydroxy-3-methylcyclobutyl)methanone C(C)(C)(C)C1=CC=C(O[C@H]2CC3(CN(C3)C(=O)C3CC(C3)(C)O)CC2)C=C1 |r|